[F-].C(CCCCCC)[N+]1(CCCCC1)CCC 1-Heptyl-1-propylpiperidinium fluorid